(2E)-5-[4-hydroxy-3-(trifluoromethyl)phenyl]-2-(hydroxyimino)-2,3-dihydro-1H-inden-1-one OC1=C(C=C(C=C1)C=1C=C2C\C(\C(C2=CC1)=O)=N/O)C(F)(F)F